(S)-5-(2-(4-(4-chlorophenyl)-2,3,9-trimethyl-6H-thieno[3,2-f][1,2,4]triazolo[4,3-a][1,4]diazepin-6-yl)ethoxy)-5-oxopentanoic acid ClC1=CC=C(C=C1)C1=N[C@H](C=2N(C3=C1C(=C(S3)C)C)C(=NN2)C)CCOC(CCCC(=O)O)=O